ClC=1C=C(C(=C(C1)C1=NC=NN2C1=CC(=C2)CN2C(N(C=CC2=O)CC(=O)O)=O)C[C@@H]2CNCCO2)C (R)-2-(3-((4-(5-chloro-3-methyl-2-(morpholin-2-ylmethyl)phenyl)pyrrolo[2,1-f][1,2,4]triazin-6-yl)methyl)-2,4-dioxo-3,4-dihydropyrimidin-1(2H)-yl)acetic acid